(E)-3-(3,4-dihydroxy-5-nitrophenyl)-2-(1,3-oxazinane-3-carbonyl)acrylonitrile OC=1C=C(C=C(C1O)[N+](=O)[O-])/C=C(\C#N)/C(=O)N1COCCC1